Bis(4-(3,5-dibromophenoxy)phenyl)methanone trans-methyl-4-(1-hydroxy-2-methyl-propyl)cyclohexanecarboxylate COC(=O)[C@@H]1CC[C@H](CC1)C(C(C)C)O.BrC=1C=C(OC2=CC=C(C=C2)C(=O)C2=CC=C(C=C2)OC2=CC(=CC(=C2)Br)Br)C=C(C1)Br